NC(CO)C1CCN(CC1)C 2-amino-2-(1-methyl-4-piperidyl)ethanol